(6-chloro-3-methylpyridin-2-yl)methanol ClC1=CC=C(C(=N1)CO)C